ClC=1C=C2C(=CC(=NC2=CC1)C(F)(F)F)N[C@@H]1C[C@@H](CCC1)NC(=O)C=1C=NN(C1)CC N-[(1R,3S)-3-{[6-chloro-2-(trifluoromethyl)quinolin-4-yl]amino}cyclohexyl]-1-ethyl-1H-pyrazole-4-carboxamide